C(C1=CC=CC=C1)N(C(=O)COC(C)=O)CC=O acetic acid [benzyl-(2-oxo-ethyl)carbamoyl]methyl ester